6-Cyano-3-{[dimethyl(phenyl)silyl]methyl}-N-(quinolin-8-yl)hexanamide C(#N)CCCC(CC(=O)NC=1C=CC=C2C=CC=NC12)C[Si](C1=CC=CC=C1)(C)C